ClC1=C(C#N)C=C(C(=C1)O)C1=C(C=CC(=C1)F)F 2-chloro-5-(2,5-difluorophenyl)-4-hydroxybenzonitrile